(4-Ethyl-3-(hydroxymethyl)-5-oxo-4,5-dihydro-1H-1,2,4-triazol-1-yl)-7-fluoro-4-isopropyl-2-((1R,2R)-2-methylcyclohexyl)isoquinolin-1(2H)-one C(C)N1C(=NN(C1=O)C=1N(C(C2=CC(=CC=C2C1C(C)C)F)=O)[C@H]1[C@@H](CCCC1)C)CO